R-(+)-1-phenylethyl alcohol C1(=CC=CC=C1)[C@@H](C)O